IC1=C(C=CC=C1)OC=C 1-iodo-2-(vinyloxy)benzene